3-(2-pyridyl)oxazolidin-2-one N1=C(C=CC=C1)N1C(OCC1)=O